FC1(C(NCC1)CC(=O)NC(C)(C)C1=NC=CC2=CC=CC=C12)F 2-(3,3-Difluoropyrrolidin-2-yl)-N-(2-(isoquinolin-1-yl)propan-2-yl)acetamide